N,N-dimethylhydrazine CN(N)C